8-phenyl-3,4-dimethyl-quinoline tert-butyl-(3,5-difluoro-4-(4,4,5,5-tetramethyl-1,3,2-dioxaborolan-2-yl)benzyl)(isopropyl)carbamate C(C)(C)(C)OC(N(C(C)C)CC1=CC(=C(C(=C1)F)B1OC(C(O1)(C)C)(C)C)F)=O.C1(=CC=CC=C1)C=1C=CC=C2C(=C(C=NC12)C)C